rac-methyl (3R,3aR,8bS)-8b-hydroxy-1,6,8-trimethoxy-3a-(4-methoxyphenyl)-3-phenyl-3a,8b-dihydro-3H-cyclopenta[b]benzofuran-2-carboxylate O[C@@]12[C@@](OC3=C1C(=CC(=C3)OC)OC)([C@@H](C(=C2OC)C(=O)OC)C2=CC=CC=C2)C2=CC=C(C=C2)OC |r|